N-acetyl-N-{2,6-dimethyl-4-[(4-methylpiperazin-1-yl)-sulfonyl]phenyl}-2-(4-isobutylphenyl)propanamide C(C)(=O)N(C(C(C)C1=CC=C(C=C1)CC(C)C)=O)C1=C(C=C(C=C1C)S(=O)(=O)N1CCN(CC1)C)C